[Na+].BrCCS(=O)(=O)[O-] 2-bromoethyl-sulfonic acid sodium salt